4-[[(2R,3R,4S,5R)-3-(3,4-difluoro-2-methoxy-phenyl)-4,5-dimethyl-5-(trifluoromethyl)tetrahydrofuran-2-carbonyl]amino]-5-methyl-pyridine-2-carboxamide FC=1C(=C(C=CC1F)[C@@H]1[C@@H](O[C@]([C@H]1C)(C(F)(F)F)C)C(=O)NC1=CC(=NC=C1C)C(=O)N)OC